(S)-1-(2-amino-2-cyclohexyl-acetyl)-6-benzyl-1,2,3,6-tetrahydro-7H-pyrrolo[2,3-c]pyridine-7-one N[C@H](C(=O)N1CCC2=C1C(N(C=C2)CC2=CC=CC=C2)=O)C2CCCCC2